(3S*,4R*)-4-(4-methoxy-2-methylphenyl)-2-oxopyrrolidine-3-carboxylic acid COC1=CC(=C(C=C1)[C@H]1[C@@H](C(NC1)=O)C(=O)O)C |o1:8,9|